N1C=CC2=CC=C(C=C12)C1=CC=C(C=C1)S(=O)(=O)NCC1=CC=NC=C1 4-(1H-indol-6-yl)-N-(pyridin-4-ylmethyl)-benzenesulfonamide